3-((5-chloro-4-(4-fluorophenyl)pyrimidin-2-yl)amino)cyclohexane-1-carboxylic acid ClC=1C(=NC(=NC1)NC1CC(CCC1)C(=O)O)C1=CC=C(C=C1)F